C#CC(C=CCCCCCCCCCCCCCCC)O icos-4-en-1-yn-3-ol